CC1=CN=C(S1)NC1=NC(=CC(=N1)NC1CN(CCC1)C(=O)OC(C)(C)C)C(=O)N1CCOCC1 Tert-Butyl 3-((2-((5-methylthiazol-2-yl)amino)-6-(morpholine-4-carbonyl)pyrimidin-4-yl)amino)piperidine-1-carboxylate